The molecule is a linear amino trisaccharide that consists of alpha-L-fucose, 6-sulfated beta-D-galactose and N-acetyl-D-glucosamine units connected in sequence by (1->2) and (1->4) links, respectively. It has a role as an epitope. It is an oligosaccharide sulfate and an amino trisaccharide. C[C@H]1[C@H]([C@H]([C@@H]([C@@H](O1)O[C@@H]2[C@H]([C@H]([C@H](O[C@H]2O[C@@H]3[C@H](OC([C@@H]([C@H]3O)NC(=O)C)O)CO)COS(=O)(=O)O)O)O)O)O)O